butyl hydroperoxid C(CCC)OO